(N-[4-amino-5-(2-fluoro-4-methoxy-benzoyl)thiazol-2-yl]-4-fluoro-anilino)propanamide NC=1N=C(SC1C(C1=C(C=C(C=C1)OC)F)=O)N(C1=CC=C(C=C1)F)C(C(=O)N)C